bipyridine dinitrogen [N].[N].N1=C(C=CC=C1)C1=NC=CC=C1